C(C)(C)OC(OC(C)C)[SiH2]C1=C(C=CC=C1)C(=C)C diisopropoxymethyl-(2-isopropenylphenyl)silane